FC1=C(C=C(C=C1)F)C=1CCCC2=C(C1C1=CC=C(C=C1)CC1CN(C1)CCCF)C=CC=C2 8-(2,5-Difluorophenyl)-9-(4-((1-(3-fluoropropyl)azetidin-3-yl)methyl)phenyl)-6,7-dihydro-5H-benzo[7]annulen